CC1=CC=CC=C1N=C(N)N=C(N)N 2-Tolylbiguanide